4-[[3-fluoro-2-methoxy-propyl]-[4-(5,6,7,8-tetrahydro-1,8-naphthyridin-2-yl)butyl]amino]-2-(4,5,6,7-tetrahydropyrazolo[1,5-a]pyridine-7-carbonylamino)butanoic acid FCC(CN(CCC(C(=O)O)NC(=O)C1CCCC=2N1N=CC2)CCCCC2=NC=1NCCCC1C=C2)OC